Chloro(phenyl)methyl propionate C(CC)(=O)OC(C1=CC=CC=C1)Cl